FC(OC1=CC2=C(NC(=N2)CN2C[C@@H](CCC2)NS(=O)(=O)C=C)C=C1)(F)F (R)-N-(1-((5-(trifluoromethoxy)-1H-benzo[d]imidazol-2-yl)methyl)piperidin-3-yl)ethenesulfonamide